1-(4-(3,4-dichlorophenyl)-5-(isopropylsulfanyl)thiazol-2-yl)-4-(3-(hydroxymethyl)-5-methylisoxazol-4-yl)-3-methyl-1H-pyrazole-5-carboxylic acid ClC=1C=C(C=CC1Cl)C=1N=C(SC1SC(C)C)N1N=C(C(=C1C(=O)O)C=1C(=NOC1C)CO)C